ClC1=CC(=C2C(=NC(N(C2=C1)C=1C=NC=CC1)=O)NC)OC 7-chloro-5-methoxy-4-(methylamino)-1-(pyridin-3-yl)quinazolin-2(1H)-one